BrC=1C=C2C(=NC=NC2=C(C1)OC)N[C@H](C)C=1C=NC(=NC1)C(F)(F)F (R)-6-bromo-8-methoxy-N-(1-(2-(trifluoromethyl)pyrimidin-5-yl)ethyl)quinazolin-4-amine